2-aminopyrimidinecarboxylic acid NC1(NC=CC=N1)C(=O)O